((5-chloropyridin-3-yl)methoxy)-5-(2,5-dimethyl-1,2,3,4-tetrahydroisoquinolin-7-yl)pyrazin-2-amine ClC=1C=C(C=NC1)COC=1C(=NC=C(N1)C1=CC(=C2CCN(CC2=C1)C)C)N